N-((3R,4R)-1-(5-cyclopropylpyrimidin-2-yl)-3-hydroxypiperidin-4-yl)-2-((S)-2-((6-oxo-5-(trifluoromethyl)-1,6-dihydropyridazin-4-yl)amino)propoxy)propanamide C1(CC1)C=1C=NC(=NC1)N1C[C@H]([C@@H](CC1)NC(C(C)OC[C@H](C)NC=1C=NNC(C1C(F)(F)F)=O)=O)O